ClC1=C(C=C(C=C1)CO)COC1(CC1)C=1C=NC=CC1C1=C(C=CC=C1)OC1CC1 (4-chloro-3-((1-(4-(2-cyclopropoxyphenyl)pyridin-3-yl)cyclopropoxy)methyl)phenyl)methanol